C(CCCCCCCCCCC=CCC=CCC=CCC=CCC=CCCCCC)(=O)O 12,15,18,21,24-triacontpentaenoic acid